NC=1OC(C(C1[C@@H](S(=O)(=O)O)C1=CC=CC=C1)=O)([2H])C1=C(C=CC=C1)Cl.FC1=CC=C(C=C1)C(N1CCN(CC1)C(NC1=C(C=CC(=C1)Cl)OC)=S)C1=CC=C(C=C1)F 4-(bis(4-fluorophenyl)methyl)-N-(5-chloro-2-methoxyphenyl)piperazine-1-thiocarboxamide (S)-2-amino-5-(2-chlorophenyl)-4-oxo-4,5-dihydrofuran-3-yl-5-d-phenylmethanesulfonate